C12OCC(CC1)(CC2)CO[C@@H]([C@H](NC(=O)[C@@H]2CN(CC21CN(C1)CC1OCCC1)C(=O)C1=CN=CS1)C(=O)OC)C methyl O-((2-oxabicyclo[2.2.2]octan-4-yl)methyl)-N-((8S)-2-((tetrahydrofuran-2-yl)methyl)-6-(thiazole-5-carbonyl)-2,6-diazaspiro[3.4]octane-8-carbonyl)-L-threoninate